azetidin-3-yl(4-(5-(trifluoromethyl)pyrazin-2-yl)piperazin-1-yl)methanone hydrochloride Cl.N1CC(C1)C(=O)N1CCN(CC1)C1=NC=C(N=C1)C(F)(F)F